CCC\C=C\CCCCC (E)-dec-4-en